O1CCC(=CC1)C=1C2=C(C(=NC1)OC)N=C(S2)NC(C2=CC=C(C(=O)NCCN1CCCCC1)C=C2)=O N-[7-(3,6-Dihydro-2H-pyran-4-yl)-4-methoxy-thiazolo[4,5-c]pyridin-2-yl]-N'-(2-piperidin-1-yl-ethyl)-terephthalamide